2,2,3,3,5,6,6-heptadeuterio-1-[3-fluoro-5-isobutyl-2-(2H-tetrazol-5-yl)phenyl]-4-(pyridazin-3-ylmethyl)-5-(trideuteriomethyl)piperazine [2H]C1(N(C(C(N(C1([2H])[2H])CC=1N=NC=CC1)(C([2H])([2H])[2H])[2H])([2H])[2H])C1=C(C(=CC(=C1)CC(C)C)F)C=1N=NNN1)[2H]